(S)-3-(5-((R)-3-(Dimethoxymethyl)pyrrolidin-1-yl)-1-oxoisoindolin-2-yl)piperidine-2,6-dione COC([C@H]1CN(CC1)C=1C=C2CN(C(C2=CC1)=O)[C@@H]1C(NC(CC1)=O)=O)OC